OC(C(=O)C1=CC=C(C=C1)CC1=CC=C(C=C1)C(C(C)(C)O)=O)(C)C 2-hydroxy-1-[4-[4-(2-hydroxy-2-methyl-propionyl)-benzyl]-phenyl]-2-methylpropan-1-one